(6Z,16Z)-12-((Z)-dec-4-en-1-yl)docosa-6,16-dien-11-yl 3-(piperidin-1-yl)-propanoate N1(CCCCC1)CCC(=O)OC(CCC\C=C/CCCCC)C(CCC\C=C/CCCCC)CCC\C=C/CCCCC